fluoro-n-pentanesulfonic acid FC(CCCC)S(=O)(=O)O